4-(7-bromo-2-((2,2-dimethyltetrahydro-1H-pyrrolizin-7a(5H)-yl)methoxy)-8-fluoro-6-(trifluoromethyl)quinazolin-4-yl)piperazine-1-carboxylate BrC1=C(C=C2C(=NC(=NC2=C1F)OCC12CCCN2CC(C1)(C)C)N1CCN(CC1)C(=O)[O-])C(F)(F)F